4-[2-(4-fluorophenyl)-5-(1-methylphenyl)-4H,6H,7H-pyrazolo[1,5-a]pyrazin-3-yl]pyridine FC1=CC=C(C=C1)C1=NN2C(CN(CC2)C2(CC=CC=C2)C)=C1C1=CC=NC=C1